C(OCC1=CC=CC=C1)(OCCCC(=C)C)=O benzyl (4-methylpent-4-en-1-yl) carbonate